(5-(5-fluoro-2-methoxypyridin-4-yl)-1-((2-(trimethylsilyl)ethoxy)methyl)-1H-pyrazole-3-carbonyl)-4-azaspiro[2.5]octane-7-carboxylic acid FC=1C(=CC(=NC1)OC)C1=CC(=NN1COCC[Si](C)(C)C)C(=O)C1CC12NCCC(C2)C(=O)O